C1(CCC1)CN(C(OC(C)(C)C)=O)[C@H]1CN(CCC1)C=1N=NC(=CC1)C(C)(C)N1N=NC(=C1)C=1C=NC=C(C1)OC tert-butyl N-(cyclobutylmethyl)-N-[(3R)-1-[6-[1-[4-(5-methoxy-3-pyridyl)triazol-1-yl]-1-methyl-ethyl]pyridazin-3-yl]-3-piperidyl]carbamate